N1=CC(=CC=C1)N1N=C2C=CC=C(C2=C1)C#N 2-(3-pyridyl)-2H-indazole-4-carbonitrile